N-[3-chloro-4-[4-(piperidine-4-carbonyl)piperazine-1-carbonyl]phenyl]-5-[1-[5-(2-methoxyethoxy)pyrimidin-2-yl]-3-(trifluoromethyl)pyrazol-4-yl]-1-methyl-imidazole-2-carboxamide ClC=1C=C(C=CC1C(=O)N1CCN(CC1)C(=O)C1CCNCC1)NC(=O)C=1N(C(=CN1)C=1C(=NN(C1)C1=NC=C(C=N1)OCCOC)C(F)(F)F)C